BrC=1C=NC=C(C1N1C[C@@](CC1)(C)NC(OC(C)(C)C)=O)C1=NC2=C(N1)C=CC=C2C tert-butyl (S)-(1-(3-bromo-5-(4-methyl-1H-benzo[d]imidazol-2-yl)pyridin-4-yl)-3-methylpyrrolidin-3-yl)carbamate